1-(4-((3-amino-6-methylisoxazolo[5,4-b]pyridin-4-yl)methyl)phenyl)-3-(4-(trifluoromethyl)phenyl)urea NC1=NOC2=NC(=CC(=C21)CC2=CC=C(C=C2)NC(=O)NC2=CC=C(C=C2)C(F)(F)F)C